6-chloro-3,4,5-trimethyl-4,5-dihydro-3H-[1,2,3]triazolo[4,5-c][1,7]naphthyridine ClC1=NC=CC=2C3=C(C(N(C12)C)C)N(N=N3)C